C(C(=C)C)(=O)OCCCC[Si](OCC)(OCC)OCC 4-(methacryloyloxy)butyl-triethoxysilane